1-chloro-5,7-difluoro-8-methoxyisoquinoline-2-d ClC1N(C=CC2=C(C=C(C(=C12)OC)F)F)[2H]